10-(4-(4,6-diphenyl-1,3,5-triazin-2-yl)phenyl)-10H-spiro[acridine-9,9'-xanthene] C1(=CC=CC=C1)C1=NC(=NC(=N1)C1=CC=CC=C1)C1=CC=C(C=C1)N1C=2C=CC=CC2C2(C3=CC=CC=C3OC=3C=CC=CC23)C2=CC=CC=C12